4-cyclopropylthio-2,5-dimethoxyphenethylamine C1(CC1)SC1=CC(=C(CCN)C=C1OC)OC